N-[(1S)-1-{3-[4-amino-1-(difluoromethyl)-1H-pyrazol-5-yl]phenyl}but-3-en-1-yl]carbamic acid tert-butyl ester C(C)(C)(C)OC(N[C@@H](CC=C)C1=CC(=CC=C1)C1=C(C=NN1C(F)F)N)=O